OC(CCCCCCCCCCCCCC(=O)O)CCC 15-Hydroxy-stearic acid